4,4',4''-(benzene-1,3,5-triyl-tris(benzene-4,1-diyl) tribenzoate) C1(=CC(=CC(=C1)C1=CC=C(C=C1)C1=CC=C(C(=O)[O-])C=C1)C1=CC=C(C=C1)C1=CC=C(C(=O)[O-])C=C1)C1=CC=C(C=C1)C1=CC=C(C(=O)[O-])C=C1